COC(C1CCN(CC1)CC1CCN(CC1)C=1C=C2C(N(C(C2=CC1F)=O)C1C(NC(CC1)=O)=O)=O)OC 5-(4-((4-(dimethoxymethyl)piperidin-1-yl)methyl)piperidin-1-yl)-2-(2,6-dioxopiperidin-3-yl)-6-fluoroisoindoline-1,3-dione